4,4-dichloromethyl-biphenyl ClCC1(CC=C(C=C1)C1=CC=CC=C1)CCl